3-(4-methoxy-1H-indol-3-yl)-1-methylpyrrolidin-2-one COC1=C2C(=CNC2=CC=C1)C1C(N(CC1)C)=O